FC=1C=C(C=CC1)C1CN(C1)C(=O)C=1C=C2CN(C(C2=CC1)=O)C1C(NC(CC1)=O)=O 3-(5-(3-(3-fluorophenyl)azetidine-1-carbonyl)-1-oxoisoindolin-2-yl)piperidine-2,6-dione